BrC=1C2=C(C=3C(=NC(=NC3C1C)SCC)Cl)CCOC2 6-bromo-1-chloro-3-ethylsulfanyl-5-methyl-9,10-dihydro-7H-pyrano[4,3-f]quinazoline